2,8-dimethyl-7-(3-(pyridin-3-yl)-7,8-dihydro-1,6-naphthyridin-6(5H)-yl)-4H-pyrimido[1,2-b]pyridazin-4-one CC=1N=C2N(N=C(C(=C2)C)N2CC=3C=C(C=NC3CC2)C=2C=NC=CC2)C(C1)=O